4,4'-(4,4'-isopropylidenediphenoxy)bisphthalic dianhydride CC(C)(C1=CC=C(C=C1)OC2=CC3=C(C=C2)C(=O)OC3=O)C4=CC=C(C=C4)OC5=CC6=C(C=C5)C(=O)OC6=O